3-(3-Bromophenyl)-2,5-di(4-hydroxyphenyl)-4-phenyl-2,4-cyclopentadien-1-one BrC=1C=C(C=CC1)C1=C(C(C(=C1C1=CC=CC=C1)C1=CC=C(C=C1)O)=O)C1=CC=C(C=C1)O